(R,E)-2-methyl-N-[1-[3-[2-(trifluoromethyl)-4-pyridyl]-1,2,4-thiadiazol-5-yl]ethylidene]propane-2-sulfinamide CC(C)(C)[S@@](=O)/N=C(\C)/C1=NC(=NS1)C1=CC(=NC=C1)C(F)(F)F